Diethyl 1-[2-(5,6-dimethylpyridin-2-yl)-2-oxoethyl]-4-methyl-1H-pyrazole-3,5-dicarboxylate CC=1C=CC(=NC1C)C(CN1N=C(C(=C1C(=O)OCC)C)C(=O)OCC)=O